N-{3-[7-amino-2-(2-cyano-2-methylideneethyl)-1-oxo-2,3-dihydro-1H-isoindol-4-yl]phenyl}cyclopropanecarboxamide NC=1C=CC(=C2CN(C(C12)=O)CC(=C)C#N)C=1C=C(C=CC1)NC(=O)C1CC1